CN(CCCCOC(=O)NC=1C=C(C(=O)OC)C=C(C1)NC(=O)OCCCCN(C)C)C Methyl 3,5-bis(((4-(dimethylamino)butoxy)carbonyl)amino)benzoate